(6-chloro-1-cyclopropoxy-2,7-naphthyridin-4-yl)propane-1,2-diol ClC=1C=C2C(=CN=C(C2=CN1)OC1CC1)C(C(C)O)O